3-methyl-2,4-dioxo-1,2,3,4-tetrahydropyrimidine-5-formamide CN1C(NC=C(C1=O)C(=O)N)=O